C1(CC1)COC1CC=2N(C3=C(C1)C=C(C=C3)C(F)(F)F)C(=NN2)[C@@H]2CC[C@H](CC2)OC2=NC=CC=C2 5-(cyclopropylmethoxy)-1-[trans-4-(pyridin-2-yloxy)cyclohexyl]-8-(trifluoromethyl)-5,6-dihydro-4H-[1,2,4]triazolo[4,3-a][1]benzazepine